CON=C1CN(C(C1)CO)C(=O)C1=CC=C(C=C1)C1=C(C=CC=C1)C 5-(hydroxymethyl)-1-[(2'-methyl-1,1'-biphenyl-4-yl)carbonyl]pyrroline-3-one O-methyloxime